4-(1-(2-(4-Fluorophenyl)acetyl)-2,3-dihydro-1H-pyrrolo[2,3-c]pyridin-4-yl)benzonitrile FC1=CC=C(C=C1)CC(=O)N1CCC=2C1=CN=CC2C2=CC=C(C#N)C=C2